3-[(3-fluoro-2-methoxyphenyl)amino]-2-[3-[2-(3-methyloxetan-3-yl)ethynyl]pyridin-4-yl]-1H,5H,6H,7H-pyrrolo[3,2-c]pyridin-4-one FC=1C(=C(C=CC1)NC1=C(NC2=C1C(NCC2)=O)C2=C(C=NC=C2)C#CC2(COC2)C)OC